azepin-1-carboxylic acid tert-butyl ester C(C)(C)(C)OC(=O)N1C=CC=CC=C1